COC=1C=C(C(=O)NC2=CC(=CC=C2)S(NC2=CC=C(C=C2)OC)(=O)=O)C=CC1 3-methoxy-N-(3-(N-(4-methoxyphenyl)sulfamoyl)phenyl)benzamide